CC1=CC=C(C(=O)O[C@H](C(=O)O)[C@@H](C(=O)O)OC(C2=CC=C(C=C2)C)=O)C=C1.C(C1=CC=CC=C1)N1CC(C(CC1)=O)C Benzyl-3-methylpiperidin-4-one (2S,3S)-2,3-bis((4-methylbenzoyl)oxy)succinate